tert-butyl 4-[(2-ethyl-3-oxo-4H-quinoxalin-6-yl)methyl]piperazine-1-carboxylate C(C)C1=NC2=CC=C(C=C2NC1=O)CN1CCN(CC1)C(=O)OC(C)(C)C